3-OXO-2-PHENYLPROPANENITRILE O=CC(C#N)C1=CC=CC=C1